C(CC)[PH2]1O[PH2](O[PH2](O1)CCC)CCC 2,4,6-tripropyl-1,3,5,2λ5,4λ5,6λ5-trioxatriphosphinane